(2R,3S)-3-((5-fluoro-2-(2-methoxy-7-methylquinoxalin-5-yl)benzo[d]thiazol-6-yl)oxy)butan-2-yl (2-methoxypyridin-4-yl)carbamate COC1=NC=CC(=C1)NC(O[C@H](C)[C@H](C)OC1=CC2=C(N=C(S2)C2=C3N=CC(=NC3=CC(=C2)C)OC)C=C1F)=O